N-(1-cyanocyclopropyl)-3-(5-(difluoromethyl)-1,3,4-thiadiazol-2-yl)-8-(3-(1-Methyl-1H-pyrazol-5-yl)cyclopentyl)-[1,2,4]triazolo[4,3-a]pyridine-6-sulfonamide C(#N)C1(CC1)NS(=O)(=O)C=1C=C(C=2N(C1)C(=NN2)C=2SC(=NN2)C(F)F)C2CC(CC2)C2=CC=NN2C